C(CCCCCCCCCCC)(=O)OC(C)OC(=O)N(C1C2CCC(C1C1=CC=CC=C1)C2)CC N-(1-Dodecanoyloxyethoxy-carbonyl)-(-)-N-ethyl-3-phenylbicyclo[2.2.1]heptan-2-amine